COC1=CC=C(C=C1)/C(=C/C(=O)OCC)/[Sn](CCCC)(CCCC)CCCC Ethyl (Z)-3-(4-methoxyphenyl)-3-(tributylstannyl)acrylate